2-((7-bromonaphthalen-2-yl)oxy)acetamide BrC1=CC=C2C=CC(=CC2=C1)OCC(=O)N